O[N-]S(=O)(=O)O hydroxysulfoamide